O=C1N(C(CC1)=O)OC(COCCOCCNC(COCCOCCNC(=O)C=1C=NC(=NC1)NS(=O)(=O)C1=CC=C(OCCCCCCCCCCCCCCCC(=O)[O-])C=C1)=O)=O 16-[4-[[5-[2-[2-[2-[2-[2-[2-(2,5-dioxopyrrolidin-1-yl) oxy-2-oxo-ethoxy] ethoxy]ethylamino]-2-oxo-ethoxy]ethoxy]ethylcarbamoyl]pyrimidin-2-yl]sulfamoyl]-phenoxy]hexadecanoate